5-fluoro-2-((4-fluoro-2-propionylphenyl)amino)-4-(trifluoromethyl)-benzoic acid methyl ester COC(C1=C(C=C(C(=C1)F)C(F)(F)F)NC1=C(C=C(C=C1)F)C(CC)=O)=O